O=C(CC(=O)NC1=CC(=CC=C1)C1(CC1)C(F)(F)F)C 3-oxo-N-(3-(1-(trifluoromethyl)cyclopropyl)phenyl)butanamide